(4-hydroxyphenyl)cyclopropanecarboxylic acid methyl ester COC(=O)C1(CC1)C1=CC=C(C=C1)O